C[C@@H]1N(CC1)C=1N=C(C2=C(N1)CCC2)C=2C=C(C=CC2)O 3-[2-[(2S)-2-methylazetidin-1-yl]-6,7-dihydro-5H-cyclopenta[d]pyrimidin-4-yl]phenol